C1(CC1)C1CN(CC1)CC(=O)NC=1C=C(C(=NC1)C)NC(=O)C=1N=NN2C1C=CC(=C2)C=2C=NN(C2)C2COCC2 N-[5-[[2-(3-cyclopropylpyrrolidin-1-yl)acetyl]amino]-2-methyl-3-pyridyl]-6-(1-tetrahydrofuran-3-ylpyrazol-4-yl)triazolo[1,5-a]pyridine-3-carboxamide